(M)-6-chloro-7-(2-fluorophenyl)-4-(2-(hydroxymethyl)-4-(2-propenoyl)-1-piperazinyl)-1-(4-methyl-2-(2-propanyl)-3-pyridinyl)pyrido[2,3-d]pyrimidin-2(1H)-one ClC1=CC2=C(N(C(N=C2N2C(CN(CC2)C(C=C)=O)CO)=O)C=2C(=NC=CC2C)C(C)C)N=C1C1=C(C=CC=C1)F